methyl (1r,4r)-4-(3-chloroanilino)-2'-{3-[(4-methoxyphenyl)methoxy]-2-methylbutyl}spiro[cyclohexane-1,1'-indene]-4-carboxylate ClC=1C=C(NC2(CCC3(C(=CC4=CC=CC=C34)CC(C(C)OCC3=CC=C(C=C3)OC)C)CC2)C(=O)OC)C=CC1